2-[p-(2-{(1R,4R,5R,8R)-8-(tetrahydro-2H-pyran-2-yloxy)-2,6-dioxabicyclo[3.3.0]oct-4-yloxy}-6-chloro-1-{[2-(trimethylsilyl)ethoxy]methyl}-1H-1,3,4-triazainden-5-yl)phenoxy]ethylamine O1C(CCCC1)O[C@@H]1CO[C@@H]2[C@@H](CO[C@H]12)OC=1N(C2=CC(=C(N=C2N1)C1=CC=C(OCCN)C=C1)Cl)COCC[Si](C)(C)C